COC1=CC=C(C=C1)C1CNC1 3-(4-methoxyphenyl)azetidine